P(O)(=O)(OP(=O)(O)OP(=O)(O)O)OCC1=C(C[C@@H](O1)N1C(=O)NC(=O)C=C1)O deoxy-3',4'-didehydro-uridine triphosphate